C(C)(=O)C1=C(C2=C(N=C(N=C2)NC=2C=NC(=CC2)N2CCN(CC2)CC2=CC=C(C=C2)CO[Si](C)(C)C(C)(C)C)N(C1=O)C1CCCC1)C 6-acetyl-2-[[6-[4-[[4-[[tert-butyl(dimethyl)silyl]oxymethyl]-phenyl]methyl]piperazin-1-yl]-3-pyridyl]amino]-8-cyclopentyl-5-methyl-pyrido[2,3-d]pyrimidin-7-one